C(C)(C)C=1C(=NNC1C=1C=C(C=2N(C1)N=CN2)C)C(=O)NCC2CCNCC2 4-isopropyl-5-(8-methyl-[1,2,4]triazolo[1,5-a]pyridin-6-yl)-N-(piperidin-4-ylmethyl)-1H-pyrazole-3-carboxamide